C=1(CCC=CC1)C(CC)O 2,3-dihydrophenylpropanol